(S)-4-(5-((4-fluoro-1H-pyrazol-1-yl)methyl)-5-methyl-2,4-dioxooxazolidin-3-yl)-2-(trifluoromethyl)benzonitrile FC=1C=NN(C1)C[C@]1(C(N(C(O1)=O)C1=CC(=C(C#N)C=C1)C(F)(F)F)=O)C